C(C)(C)(C)OC(=O)N[C@@H](C(=O)OC)C1=C(C=C(C=C1)O)F methyl (R)-2-((tert-butoxycarbonyl)amino)-2-(2-fluoro-4-hydroxyphenyl)acetate